C(C1=CC=CC=C1)(=O)O[C@H]1[C@@H](O[C@@H](C1O)COC(C1=CC=CC=C1)(C1=CC=C(C=C1)OC)C1=CC=C(C=C1)OC)N1C2=NC=NC(=C2N(C1=O)C(C1=CC=CC=C1)=O)NC(C1=CC=CC=C1)=O [(2R,3R,5R)-2-(6-benzamido-7-benzoyl-8-oxo-purin-9-yl)-5-[[bis(4-methoxyphenyl)-phenyl-methoxy]methyl]-4-hydroxy-tetrahydrofuran-3-yl] benzoate